FC1=C(C(=NC(=N1)C=1SC(=CC1)S(=O)(=O)C)OC)C(F)(F)F 6-fluoro-2-[5-(methylsulfonyl)-2-thienyl]-4-methoxy-5-(trifluoromethyl)pyrimidine